CC=1N(C(=NN1)C1[C@H]2CN(C[C@@H]12)C(=O)N1C[C@H]2C([C@H]2C1)C1=NN=C(N1C1=CC=C(C=C1)C)C)C1=CC=C(C=C1)C (1R,5S,6r)-6-[5-methyl-4-(4-methylphenyl)-4H-1,2,4-Triazol-3-yl]-3-azabicyclo[3.1.0]Hex-3-yl ketone